2-bromo-N-((4-methoxyphenyl)sulfonyl)-N-(naphthalen-1-yl)benzamide BrC1=C(C(=O)N(C2=CC=CC3=CC=CC=C23)S(=O)(=O)C2=CC=C(C=C2)OC)C=CC=C1